BrC=1C=C(C=CC1)C[C@@H](C(=O)NC)NC(=O)C1=CC(=NN1)C1=CC=C(C=C1)O (S)-N-(3-(3-bromophenyl)-1-(methylamino)-1-oxopropan-2-yl)-3-(4-hydroxyphenyl)-1H-pyrazole-5-carboxamide